3-(1-((endo)-2-azabicyclo[2.1.1]hexan-5-yl)-7-fluoro-8-(3-hydroxynaphthalen-1-yl)-3-oxo-5-(quinolin-7-yl)-1,2,3,4-tetrahydropyrazino[2,3-c]quinolin-9-yl)propanenitrile C12NCC(C1N1CC(NC=3C(=NC=4C(=C(C(=CC4C31)CCC#N)C3=CC(=CC1=CC=CC=C31)O)F)C3=CC=C1C=CC=NC1=C3)=O)C2